NC1CN(CC1C(F)F)C1=NC=2CCC(CC2C=C1)NC(=O)C1=CC2=C(N=N1)N(C=C2Cl)CC N-{2-[3-amino-4-(difluoromethyl)pyrrolidin-1-yl]-5,6,7,8-tetrahydroquinolin-6-yl}-5-chloro-7-ethyl-7H-pyrrolo[2,3-c]pyridazine-3-carboxamide